N1C(=NC2=C1C=CC=C2)NC(C2=C(C=CC=C2)Br)=O N-(1H-benzimidazol-2-yl)-2-bromobenzamide